C(#N)C1=CN=C(C(=N1)CC1(CC1)C(=O)O)C ((6-cyano-3-methylpyrazin-2-yl)methyl)cyclopropane-1-carboxylic acid